CN(C)C[C-]1C(=CC=C1)P(C(C)(C)C)C(C)(C)C.[CH-]1C=CC=C1.[Fe+2] 1-(N,N-dimethylaminomethyl)-2-(di-t-butylphosphino)ferrocene